Cis-2-((2-Methyl-6-(3-methyl-4-((((R)-1-phenylethoxy)carbonyl)amino)isoxazol-5-yl)pyridin-3-yl)carbamoyl)cyclohexan CC1=NC(=CC=C1NC(=O)C1CCCCC1)C1=C(C(=NO1)C)NC(=O)O[C@H](C)C1=CC=CC=C1